F[C@H]1[C@@]2(CC[C@](C[C@H]1OC=1N=CC(=NC1)C1=C(C=C(C=C1)C=1C=NNC1)O)(N2)C)C 2-(5-(((1S,2S,3R,5R)-2-fluoro-1,5-dimethyl-8-azabicyclo[3.2.1]octan-3-yl)oxy)pyrazin-2-yl)-5-(1H-pyrazol-4-yl)phenol